C1(CC1)COCCN(CC[C@@H](C(=O)O)NC(C1=NC=CC=C1C(F)(F)F)=O)CCCCC1=NC=2NCCCC2C=C1 (S)-4-((2-(cyclopropylmethoxy)ethyl)(4-(5,6,7,8-tetrahydro-1,8-naphthyridin-2-yl)butyl)amino)-2-(3-(trifluoromethyl)picolinamido)butanoic acid